(S)-N-((2S,4S,5S)-5-(2-(2,6-dimethylphenoxy)acetamido)-4-hydroxy-1,6-diphenylhexane-2-yl)-2-(2-oxotetrahydropyrimidin-1(2H)-yl)-3-(p-tolyl)propanamide CC1=C(OCC(=O)N[C@H]([C@H](C[C@H](CC2=CC=CC=C2)NC([C@H](CC2=CC=C(C=C2)C)N2C(NCCC2)=O)=O)O)CC2=CC=CC=C2)C(=CC=C1)C